CC=1C=C2N=CC(=NC2=CC1C)C1=CC=C(C=C1)C 6,7-dimethyl-2-(p-tolyl)quinoxaline